4-phenyl-N-[3-(pyridin-3-yl)phenyl]-1H-pyrrole-3-carboxamide C1(=CC=CC=C1)C=1C(=CNC1)C(=O)NC1=CC(=CC=C1)C=1C=NC=CC1